4-(hydroxymethyl)piperidin-1-ylpyridazine-3-formamide OCC1CCN(CC1)C1=C(N=NC=C1)C(=O)N